N2-(((9H-fluoren-9-yl)methoxy)carbonyl)-Nω-((2,2,4,6,7-pentamethyl-2,3-dihydrobenzofuran-5-yl)sulfonyl)-D-arginine C1=CC=CC=2C3=CC=CC=C3C(C12)COC(=O)N[C@H](CCCNC(NS(=O)(=O)C=1C(=C(C2=C(CC(O2)(C)C)C1C)C)C)=N)C(=O)O